BrC=1C=C(C=C(C1)Cl)CC(C)(O)C 1-(3-bromo-5-chloro-phenyl)-2-methyl-propan-2-ol